1,3-bis(di(2-methoxyphenyl)phosphino)propane COC1=C(C=CC=C1)P(CCCP(C1=C(C=CC=C1)OC)C1=C(C=CC=C1)OC)C1=C(C=CC=C1)OC